C(C)(C)C1CCC(CC1)C(C)O (4-isopropylcyclohexyl)ethanol